(S*)-6-(6-(dimethylamino)-1H-imidazo[4,5-b]pyridin-2-yl)-2-methyl-7-((2-methyl-1-(pyrimidin-2-yl)propyl)amino)-2H-pyrazolo[4,3-b]pyridin-5(4H)-one CN(C=1C=C2C(=NC1)N=C(N2)C2=C(C=1C(NC2=O)=CN(N1)C)N[C@@H](C(C)C)C1=NC=CC=N1)C |o1:23|